2-amino-6-(6-(methyl(2,2,6,6-tetramethylpiperidin-4-yl)amino)pyridazin-3-yl)-8H-indeno[1,2-d]thiazol-5-ol NC=1SC2=C(N1)C=1C=C(C(=CC1C2)C=2N=NC(=CC2)N(C2CC(NC(C2)(C)C)(C)C)C)O